CC(C)(C#CC(C)(C)OOC(C)(C)C)OOC(C)(C)C 2,5-dimethyl-di(t-butylperoxy)-3-hexyne